FC(C(F)(F)F)(C(C(C(C(C(C(C(C(C(F)(F)F)(F)F)(F)F)(F)F)(F)F)(F)F)(F)F)(F)F)(F)F)I perfluorononyl-ethyl iodide